BrC1=C(C=CC=C1)C(C(=O)OC)C=O methyl 2-(2-bromophenyl)-2-formylacetate